C(C=CC1=CC=CC=C1)(=O)OC1=C(C=C(C=C1)C1SCCCS1)Br 2-bromo-4-(1,3-dithian-2-yl)phenyl cinnamate